ClCCC(=O)N1CC=2N(CC1)N=C(C2C2=C1C(=NC=C2)NC=C1C)C1=C(C=CC(=C1)Cl)F 3-chloro-1-[2-(5-chloro-2-fluorophenyl)-3-(3-methyl-1H-pyrrolo[2,3-b]pyridin-4-yl)-6,7-dihydropyrazolo[1,5-a]pyrazin-5(4H)-yl]propan-1-one